FC1=C(OC=2N=CC(=NC2)NC([C@H](C)N2CC(N(CC2)C(=O)[C@H]2CC=3N(CC2)N=NC3CO)(C)C)=O)C=CC(=C1)F (S)-N-(5-(2,4-difluorophenoxy)pyrazin-2-yl)-2-(4-((R)-3-(hydroxymethyl)-4,5,6,7-tetrahydro-[1,2,3]triazolo[1,5-a]pyridine-5-carbonyl)-3,3-dimethylpiperazin-1-yl)propanamide